1-(4-(chloromethyl)benzyl)-4-(6-(3-methyl-1H-1,2,4-triazol-1-yl)pyridin-2-yl)piperazine ClCC1=CC=C(CN2CCN(CC2)C2=NC(=CC=C2)N2N=C(N=C2)C)C=C1